4-(5-chloro-4-oxopyrrol-2-yl)butanoic acid ClC=1C(C=C(N1)CCCC(=O)O)=O